COC1=CC=C(CNC=2N=CC3=C(C=CC(=C3C2)C(=C)C)N2CC(C2)CS(=O)(=O)C)C=C1 N-(4-methoxybenzyl)-8-(3-((methylsulfonyl)methyl)azetidin-1-yl)-5-(prop-1-en-2-yl)isoquinolin-3-amine